FC1=NC=CC2=C1[C@@H]([C@@H]1CC[C@H]2N1C(=O)OC(C)(C)C)F tert-butyl (5R,8S,9S)-1,9-difluoro-6,7,8,9-tetrahydro-5H-5,8-epiminocyclohepta[c]pyridine-10-carboxylate